5-(N-(4-chloro-2-((2-chloro-N-(furan-2-ylmethyl)benzoylamino)methyl)phenyl)-N-ethylsulfamoyl)-1,3-Dimethyl-1H-indole-2-carboxylic acid ClC1=CC(=C(C=C1)N(S(=O)(=O)C=1C=C2C(=C(N(C2=CC1)C)C(=O)O)C)CC)CN(CC=1OC=CC1)C(C1=C(C=CC=C1)Cl)=O